F[C@H](C(=O)NC1=C(C=C(C=C1)CCC1=CC=C(C=C1)C(F)(F)F)N1CCCCC1)[C@@H](CCCC)F (2R,3R)-2,3-difluoro-N-(2-(piperidin-1-yl)-4-(4-(trifluoromethyl)phenethyl)phenyl)heptanamide